C(C1=CC=CC=C1)OC(=O)N[C@H](C(=O)O)CC(C)(C)NC(=O)OC(C)(C)C (2S)-2-(benzyloxycarbonylamino)-4-(tert-butoxycarbonylamino)-4-methyl-pentanoic acid